C1=CC=C2C(=C1)C=CC=C2C[C@@H](C(=O)O)N NAPHTHALEN-2-YL-3-ALANINE